N-(3-(1H-imidazol-1-yl)benzyl)-N-(3-methoxybenzyl)-2-(morpholinomethyl)pyridin-4-amine N1(C=NC=C1)C=1C=C(CN(C2=CC(=NC=C2)CN2CCOCC2)CC2=CC(=CC=C2)OC)C=CC1